C(CCC)N(CCCC)CCC[Si](OC)(OC)OC gamma-(N,N-dibutyl)aminopropyltrimethoxysilane